FC=1C=C(C=C(C1)F)C1=NOC(=C1)COCCCCCCN1C[C@@H]([C@H]([C@@H]([C@H](C1)O)O)O)O (3S,4R,5R,6S)-1-(6-{[3-(3,5-difluorophenyl)-1,2-oxazol-5-yl]methoxy}hexyl)-3,4,5,6-azepanetetrol